N-[5-(1H-benzimidazol-2-yl)-1H-pyrazol-3-yl]-4-(2-hydroxyethoxy)-3-methyl-benzamide N1C(=NC2=C1C=CC=C2)C2=CC(=NN2)NC(C2=CC(=C(C=C2)OCCO)C)=O